COC(CC(=O)C1=C(C=CC=C1)Cl)=O 3-(2-chlorophenyl)-3-oxopropionic acid methyl ester